O1CCN(CC1)C=1C=C(C#N)C=CC1N1CCN(CC1)S(=O)(=O)C1=CC=C(C=C1)[N+](=O)[O-] 3-morpholino-4-(4-((4-nitrophenyl)sulfonyl)piperazin-1-yl)benzonitrile